OCC1=CC(=NC(=N1)SC)C1CCN(CC1)C(=O)OC(C)(C)C tert-butyl 4-(6-(hydroxymethyl)-2-(methylthio)pyrimidin-4-yl)piperidine-1-carboxylate